C(C1=CC=CC=C1)OC1=CC2=C(N(N=C2C=C1)C)C(=O)OCC1=CC=CC=C1 benzyl 5-(benzyloxy)-2-methyl-2H-indazole-3-carboxylate